1,2,6,7-tetramethoxyphenanthrene-9-carboxylic acid methyl ester COC(=O)C=1C2=CC(=C(C=C2C=2C=CC(=C(C2C1)OC)OC)OC)OC